(R)-4-(4-(tert-butoxy)-2-(4-(5-chloro-2-propionylphenyl)-5-methoxy-2-oxopyridin-1(2H)-yl)butanoylamino)benzoic acid C(C)(C)(C)OCC[C@H](C(=O)NC1=CC=C(C(=O)O)C=C1)N1C(C=C(C(=C1)OC)C1=C(C=CC(=C1)Cl)C(CC)=O)=O